2-(3-{[(3R)-1-ethylpiperidin-3-yl]amino}-5-methyl-1,2,4-triazin-6-yl)-3-fluoro-5-methoxyphenol C(C)N1C[C@@H](CCC1)NC=1N=NC(=C(N1)C)C1=C(C=C(C=C1F)OC)O